Glyceryl Stearat Citrate C(CC(O)(C(=O)O)CC(=O)O)(=O)O.C(CCCCCCCCCCCCCCCCC)(=O)OCC(O)CO